N-(3-chloro-2-fluorobenzyl)-4-(1-(difluoromethyl)-1H-indazol-5-yl)-5-(6-methylpyridin-2-yl)-1H-imidazol-2-amine ClC=1C(=C(CNC=2NC(=C(N2)C=2C=C3C=NN(C3=CC2)C(F)F)C2=NC(=CC=C2)C)C=CC1)F